CC1=NOC(=C1)C(=O)N[C@@H]1COC2=C1C=CC(=C2)C2=NOC(=N2)C (S)-3-methyl-N-(6-(5-methyl-1,2,4-oxadiazol-3-yl)-2,3-dihydrobenzofuran-3-yl)isoxazole-5-carboxamide